1-(4-(tert-butyl)phenyl)-2-((5-(4-fluorophenyl)-4-methyl-4H-1,2,4-triazol-3-yl)thio)propan-1-one C(C)(C)(C)C1=CC=C(C=C1)C(C(C)SC1=NN=C(N1C)C1=CC=C(C=C1)F)=O